1,3-bis(thiophen-2-yl)-5,7-bis(2-ethylhexyl)benzo[1,2-c:4,5-c']dithiophene-4,8-dione S1C(=CC=C1)C1=C2C(=C(S1)C=1SC=CC1)C(C=1C(=C(SC1CC(CCCC)CC)CC(CCCC)CC)C2=O)=O